N-[(2,2-difluorocyclopropyl)methyl]-2-(3-pyridyl)-2H-indazole-5-carboxamide FC1(C(C1)CNC(=O)C1=CC2=CN(N=C2C=C1)C=1C=NC=CC1)F